BrC1=CC=C(C=C1)C(C(=O)OC(C)(C)C)(CCC(=O)OCC)C#N 1-(tert-butyl) 5-ethyl 2-(4-bromophenyl)-2-cyanopentanedioate